hexanediol bis(2-methylimidazolyl ethanoate) CC=1NC=C(N1)CC(=O)OC(CCCCC)OC(CC=1N=C(NC1)C)=O